C\C(=C/CC1=C(C=C(C2=C1OC(OC2=O)(C)COC)CCCCC)O)\CCC=C(C)C (e)-8-(3,7-dimethylocta-2,6-dien-1-yl)-7-hydroxy-2-(methoxymethyl)-2-methyl-5-pentyl-4H-benzo[d][1,3]dioxin-4-one